COC1=CC=C(C=C1)[C@@H]1[C@@H]([C@@H](NCC1)C)C(=O)OCC ethyl (2S,3S,4S)-4-(4-methoxyphenyl)-2-methylpiperidine-3-carboxylate